C(=O)(OC(C)(C)C)C(C(C(=O)O)N)CC(=O)O 3-Boc-aminopentanedioic acid